5-fluoro-1-(1-(cis-4-isopropylcyclohexyl)piperidin-4-yl)-1H-indole-3-carbaldehyde oxime FC=1C=C2C(=CN(C2=CC1)C1CCN(CC1)[C@@H]1CC[C@@H](CC1)C(C)C)C=NO